COC1=C(C=CC(=C1)OC)S(=O)(=O)NC1=NOC2=C1C(=CC=C2)OC 2,4-dimethoxy-N-(4-methoxybenzo[d]isoxazol-3-yl)benzenesulfonamide